N-hydroxy-3-(3-(4-(pyridin-3-ylmethoxy)phenoxy)azetidin-1-yl)-2-(1H-pyrrole-1-yl)benzamide methyl-(2S)-3-cyclopropyl-2-(4-methyl-3-nitro-2-oxo-1-pyridyl)propanoate COC([C@H](CC1CC1)N1C(C(=C(C=C1)C)[N+](=O)[O-])=O)=O.ONC(C1=C(C(=CC=C1)N1CC(C1)OC1=CC=C(C=C1)OCC=1C=NC=CC1)N1C=CC=C1)=O